(3S,5R,8R,9S,10S,13R,14S,16S,17R)-14-hydroxy-10,13-dimethyl-3-(((2-morpholinoethyl)carbamoyl)oxy)-17-(2-oxo-2H-pyran-5-yl)hexadecahydro-1H-cyclopenta[a]phenanthren-16-yl acetate C(C)(=O)O[C@H]1C[C@@]2([C@@H]3CC[C@@H]4C[C@H](CC[C@@]4([C@H]3CC[C@@]2([C@H]1C=1C=CC(OC1)=O)C)C)OC(NCCN1CCOCC1)=O)O